BrC1=NC(=CC(=C1)N1CCC(CC1)(O)C)S(=O)(=O)C 1-(2-bromo-6-(methylsulfonyl)pyridin-4-yl)-4-methylpiperidin-4-ol